FC(CNC=1N=CC=2C(N1)=C(C(NC2)=O)C2=CC=C(C=C2)OC(F)F)F 2-((2,2-difluoroethyl)amino)-8-(4-(difluoromethoxy)phenyl)pyrido[4,3-d]pyrimidin-7(6H)-one